O=C1NC(CC[C@H]1NC1=CC=C(C=C1)C1CCN(CC1)CC(=O)O)=O 2-[4-[4-[[(3R)-2,6-dioxo-3-piperidyl]amino]phenyl]-1-piperidyl]acetic acid